1-[2-[(4-chlorophenyl)(phenyl)methoxy]ethyl]piperidine hydrochloride Cl.ClC1=CC=C(C=C1)C(OCCN1CCCCC1)C1=CC=CC=C1